3H-1,4-benzodiazepine N1=CCN=CC2=C1C=CC=C2